tert-butyl 4-{2-[4-bromo-5-(2-fluoropyridin-4-yl)-1H-imidazol-1-yl]acetyl}piperazine-1-carboxylate BrC=1N=CN(C1C1=CC(=NC=C1)F)CC(=O)N1CCN(CC1)C(=O)OC(C)(C)C